C(C)OC(=O)C=1N(C=C(C(C1C(=O)OCC)=O)C(=O)OCC)C1=C(C=CC=C1)C(F)(F)F Triethyl-4-oxo-1-(2-(trifluoromethyl)phenyl)-1,4-dihydropyridine-2,3,5-tricarboxylate